ethyl 5-(3-ethoxy-3-oxopropyl)pyrrolidine-2-carboxylate C(C)OC(CCC1CCC(N1)C(=O)OCC)=O